2-(6-Chloro-3,4-dihydro-1H-pyrido[3,4-b]indol-2(9H)-yl)-1-(3-chloro-4-fluorophenyl)ethanol formate C(=O)OC(CN1CC=2NC3=CC=C(C=C3C2CC1)Cl)C1=CC(=C(C=C1)F)Cl